NC=1C2=C(N=CN1)N(C=C2C=2C(=C1CCN(C1=CC2)C(CC2=C(C=CC(=C2)C(F)(F)F)CN2CCN(CC2)C)=O)F)C2CC2 1-(5-(4-AMINO-7-CYCLOPROPYL-7H-PYRROLO[2,3-D]PYRIMIDIN-5-YL)-4-FLUOROINDOLIN-1-YL)-2-(2-((4-METHYLPIPERAZIN-1-YL)METHYL)-5-(TRIFLUOROMETHYL)PHENYL)ETHAN-1-ONE